3-(2-chloro-7H-pyrrolo[2,3-d]pyrimidin-7-yl)propionic acid methyl ester COC(CCN1C=CC2=C1N=C(N=C2)Cl)=O